C(CCCCC=CC=C)=O 6,8-nonadienal